7-bromoisoquinoline BrC1=CC=C2C=CN=CC2=C1